phenyl(ethylfluorophenyl)pyridine C1(=CC=CC=C1)C=1C(=NC=CC1)C1=C(C(=CC=C1)CC)F